3-(3-iodo-1H-indazol-7-yl)-N-methylimidazolo[1,2-a]pyridin-6-amine hydrochloride Cl.IC1=NNC2=C(C=CC=C12)C1=CN=C2N1C=C(C=C2)NC